C(#N)C1=C(C(=CN(C1=O)C1CCOCC1)C(=O)N[C@H](C)C1=C(C(=CC=C1)C(F)(F)F)C)NC1CCN(CC1)C (R)-5-cyano-N-(1-(2-methyl-3-(trifluoromethyl)phenyl)ethyl)-4-((1-methylpiperidin-4-yl)amino)-6-oxo-1-(tetrahydro-2H-pyran-4-yl)-1,6-dihydropyridine-3-carboxamide